C(C)[C@H]1[C@H](NC([C@H]1F)=O)COC=1C=CC=C2C=CC=3N(C12)C=CN3 9-(((2S,3S,4S)-3-ethyl-4-fluoro-5-oxopyrrolidin-2-yl)methoxy)imidazo[1,2-a]quinoline